1-(5-fluoro-3-pyridyl)-1-ethanol FC=1C=C(C=NC1)C(C)O